OC=1C=C(C=CC1OC1CCNCC1)/C=C/C(C)=O (E)-4-(3-hydroxy-4-(piperidin-4-yloxy)phenyl)but-3-en-2-one